BrC1=C(C=CC(=C1)Cl)CC(C(C)C)O[Si](C)(C)C(C)(C)C [1-(2-bromo-4-chlorophenyl)-3-methylbutan-2-yl]Oxy-t-butyl-dimethylsilane